4-(((1-(1-(2-oxabicyclo[2.1.1]hexane-1-carbonyl)piperidin-4-yl)-1H-pyrazol-4-yl)methyl)amino)-2-(2,6-dioxopiperidin-3-yl)isoindoline-1,3-dione C12(OCC(C1)C2)C(=O)N2CCC(CC2)N2N=CC(=C2)CNC2=C1C(N(C(C1=CC=C2)=O)C2C(NC(CC2)=O)=O)=O